tert-butyl (2S,3S)-3-{[(2S,3R)-3-cyclopropyl-1-methoxy-1-oxobutan-2-yl](methyl)carbamoyl}-2-(hydroxymethyl)pyrrolidine-1-carboxylate C1(CC1)[C@H]([C@@H](C(=O)OC)N(C(=O)[C@@H]1[C@H](N(CC1)C(=O)OC(C)(C)C)CO)C)C